C(C(=O)O)NCO N-(hydroxymethyl)glycine